CN1N=CC(=C1)N1CCCC1 1-(1-methyl-1H-pyrazol-4-yl)pyrrolidin